N-(2-((3,5-difluoro-4-(trimethylsilyl)phenyl)amino)-1-(4-methoxyphenyl)-2-oxoethyl)-5-oxopyrrolidine-3-carboxamide FC=1C=C(C=C(C1[Si](C)(C)C)F)NC(C(C1=CC=C(C=C1)OC)NC(=O)C1CNC(C1)=O)=O